OC1=C(C(=O)O)C=C(C=C1)CNNC(=O)C=1C(=NC(=NC1)C1=NC=CC=C1)O (E)-2-hydroxy-5-((2-(4-hydroxy-2-(pyridin-2-yl)pyrimidine-5-carbonyl)hydrazino)methyl)benzoic acid